1-(2-ethylhexyl)-3-octadecylium acetate C(C)(=O)[O-].C(C)C(CCC[CH+]CCCCCCCCCCCCCCC)CCCC